C(C)OC(=O)N1CCC(CC1)NC=1C=C(C=C2C=C(NC12)C1=CC=CC=C1)COCCOC 4-[[5-(2-methoxyethoxymethyl)-2-phenyl-1H-indol-7-yl]amino]piperidine-1-carboxylic acid ethyl ester